N-(5-chloro-4-(2H-1,2,3-triazole-2-yl)thiazole-2-yl)-1-(1-carbonyl-1,2-dihydroisoquinoline-5-yl)-5-(trifluoromethyl)-1H-pyrazole-4-carboxamide ClC1=C(N=C(S1)NC(=O)C=1C=NN(C1C(F)(F)F)C1=C2C=CNC(C2=CC=C1)=C=O)N1N=CC=N1